COC=1C(=NC(=NC1NC1=NC=CC=C1)N1C(CCC1)=O)C1=CC(=CC=C1)C1=NN(C=C1)C 1-(5-methoxy-4-(3-(1-methyl-1H-pyrazol-3-yl)phenyl)-6-(pyridin-2-ylamino)pyrimidin-2-yl)pyrrolidin-2-one